FC=1C=C(C=C(C1OC1=CC=NC2=CC(=CN=C12)OCCCF)F)NC(C1=CN=CC=C1F)=O N-(3,5-difluoro-4-((7-(3-fluoropropoxy)-1,5-naphthyridin-4-yl)oxy)phenyl)-4-fluoronicotinamide